2-bromo-4-(pyridin-2-yloxy)benzonitrile BrC1=C(C#N)C=CC(=C1)OC1=NC=CC=C1